2-(1-methyl-1H-pyrazol-4-yl)-3-oxo-6-(4-(trimethylsilyl)phenyl)-2,3-dihydropyridazine-4-carboxylic acid CN1N=CC(=C1)N1N=C(C=C(C1=O)C(=O)O)C1=CC=C(C=C1)[Si](C)(C)C